BrC1=CC(=NN1COCC[Si](C)(C)C)C1(CCN(CC1)C(=O)OC(C)(C)C)O tert-butyl 4-(5-bromo-1-{[2-(trimethylsilyl)ethoxy]methyl}-1H-pyrazol-3-yl)-4-hydroxypiperidine-1-carboxylate